6-fluoro-5-(4-((3-isopropyl-2,4-dioxo-1,2,3,4-tetrahydroquinazolin-7-yl)methyl)piperazin-1-yl)-N-methylpicolinamide FC1=C(C=CC(=N1)C(=O)NC)N1CCN(CC1)CC1=CC=C2C(N(C(NC2=C1)=O)C(C)C)=O